NC1=NC=2C3=C(C(CC2C=N1)(C)C)C(=NN3C3OCCCC3)C(=O)NC=3SC=C(N3)CC(=O)N3CCC(CC3)N3CC(CCC3)C 8-amino-4,4-dimethyl-N-{4-[2-(3-methyl-1,4'-bipiperidin-1'-yl)-2-oxoethyl]-1,3-thiazol-2-yl}-1-(tetrahydro-2H-pyran-2-yl)-4,5-dihydro-1H-pyrazolo[4,3-H]quinazoline-3-carboxamide